OP1(O[C@H]2[C@H]([C@@H](O[C@@H]2COP(O[C@H]2[C@H]([C@@H](O[C@@H]2CO1)N1C=NC2=NC=3N(C2=C1)C=CN3)O)(=O)O)N3C=NC1=NC=2N(C1=C3)C=CN2)O)=O (1S,6R,8R,9R,10S,15R,17R,18R)-3,9,12,18-tetrahydroxy-8,17-bis({3H-imidazo[2,1-f]purin-3-yl})-2,4,7,11,13,16-hexaoxa-3λ5,12λ5-diphosphatricyclo[13.3.0.06,10]octadecane-3,12-dione